2-ethyl-7-oxo-4,5,6,7-tetrahydro-1H-indole-1,2-dicarboxylic acid 1-(tert-butyl) ester C(C)(C)(C)OC(=O)N1C(CC=2CCCC(C12)=O)(C(=O)O)CC